(S,E)-N-(1-(1-(2-(2-adamantylamino)-2-oxoethyl)-2-oxo-1,2-dihydropyridin-3-ylamino)-6-(methylsulfonyl)-1-oxohex-5-en-2-yl)-1-methyl-1H-imidazole-5-carboxamide C12C(C3CC(CC(C1)C3)C2)NC(CN2C(C(=CC=C2)NC([C@H](CC\C=C\S(=O)(=O)C)NC(=O)C2=CN=CN2C)=O)=O)=O